OC1=CC=C(C=C1)C(C1=CC(=C(C=C1)O)C)C1=CC(=C(C=C1)O)C 4,4'-[(4-hydroxyphenyl)methylene]bis[2-methylphenol]